benzyl 4-{4-[bis(4-methoxybenzyl)amino]-8-formylpyrazolo[1,5-a][1,3,5]triazin-2-yl}piperazine-1-carboxylate COC1=CC=C(CN(C2=NC(=NC=3N2N=CC3C=O)N3CCN(CC3)C(=O)OCC3=CC=CC=C3)CC3=CC=C(C=C3)OC)C=C1